CC(CCCCC(=O)OC=C)(C)C vinyl 6,6-dimethylheptanoate